3-methylcyclohexane-1,2-dicarboxylate CC1C(C(CCC1)C(=O)[O-])C(=O)[O-]